ClC1=NC=C(C=C1Cl)O 2,3-Dichloro-5-hydroxypyridine